C1(CC1)NC(=O)C1=CC(=NC(=C1)C)NC1=NN2C(C=C(C=C2)C2=CC(=NC=C2OCC(C)(C)O)C)=C1 N-cyclopropyl-2-[[5-[5-(2-hydroxy-2-methyl-propoxy)-2-methyl-4-pyridyl]pyrazolo[1,5-a]pyridin-2-yl]amino]-6-methyl-pyridine-4-carboxamide